CCC(CCC)OC1=NN2C(C(=N1)N)=NC=C2CC=2C=NC(=CC2)OCCNC 2-(hexan-3-yloxy)-7-((6-(2-(methylamino)ethoxy)pyridin-3-yl)methyl)imidazo[2,1-f][1,2,4]triazin-4-amine